4-(N-(3-bromo-5-chlorobenzyl)-2-(N-(4-chlorobenzyl)-(2,3,4,5,6-pentafluorophenyl)sulfonamido)acetamido)-2-hydroxybenzoic acid BrC=1C=C(CN(C(CN(S(=O)(=O)C2=C(C(=C(C(=C2F)F)F)F)F)CC2=CC=C(C=C2)Cl)=O)C2=CC(=C(C(=O)O)C=C2)O)C=C(C1)Cl